[1,2,4]oxadiazole-3-carboxylic acid benzyl-methyl-amide C(C1=CC=CC=C1)N(C(=O)C1=NOC=N1)C